N1=C(C=CC=C1)C=1N=C(C2=C(N1)CCC2)NCC(=O)NC2=CC=C1C=CC=NC1=C2 2-{[2-(pyridin-2-yl)-5H,6H,7H-cyclopenta[d]pyrimidin-4-yl]amino}-N-(quinolin-7-yl)acetamide